(S)-N,N-dimethyl-2-(2-(pyridin-3-yl)pyrrolidin-1-yl)ethan-1-amine CN(CCN1[C@@H](CCC1)C=1C=NC=CC1)C